C(C)(=O)NC=1C=C(C=CC1)C=1C=C2C(CC(N(C2=CC1)C(C)=O)C)NC(OC(C)(C)C)=O tert-butyl (6-(3-acetamidophenyl)-1-acetyl-2-methyl-1,2,3,4-tetrahydroquinolin-4-yl)carbamate